NC1=NN2C(C=C(C=C2)C=2C(=NC(=C(C(=O)NCC3=C(C(=CC(=C3)F)F)OCC3CC3)C2)OC)C)=N1 5-(2-amino-[1,2,4]triazolo[1,5-a]pyridin-7-yl)-N-(2-(cyclopropylmethoxy)-3,5-difluorobenzyl)-2-methoxy-6-methylnicotinamide